NC=1C(=C(C(=C(C1O)O)N)O)O diaminobenzene-1,2,4,5-tetraol